methyl 5-cyclopropyl-3-(4-fluoro-2-methyl-phenoxy)-6-(trifluoromethyl)pyridazine-4-carboxylate C1(CC1)C=1C(=C(N=NC1C(F)(F)F)OC1=C(C=C(C=C1)F)C)C(=O)OC